4-(2,2,2-trifluoroacetyl)benzamide FC(C(=O)C1=CC=C(C(=O)N)C=C1)(F)F